OC=1C=C(C=CC1C)NC(=O)C1=CN(C=C1)S(=O)(=O)C=1C=C(N(C1)C)C(=O)O 4-((3-((3-Hydroxy-4-methylphenyl)carbamoyl)-1H-pyrrol-1-yl)sulfonyl)-1-methyl-1H-pyrrole-2-carboxylic acid